tert-butyl (3R)-4-(5-formylpyrazin-2-yl)-3-methylpiperazin-1-carboxylate C(=O)C=1N=CC(=NC1)N1[C@@H](CN(CC1)C(=O)OC(C)(C)C)C